N-[3-[2-[(1,3-dimethylpyrazol-4-yl)amino]pyrimidin-4-yl]-1-methyl-indol-6-yl]prop-2-enamide CN1N=C(C(=C1)NC1=NC=CC(=N1)C1=CN(C2=CC(=CC=C12)NC(C=C)=O)C)C